4-[1-(pyrimidin-5-ylmethyl)benzimidazol-2-yl]-1,2,5-oxadiazol-3-amine N1=CN=CC(=C1)CN1C(=NC2=C1C=CC=C2)C=2C(=NON2)N